tert-butyl (4-(2-(((1r,4r)-4-((5-chloro-4-(5-(cyclopropylmethyl)-1-methyl-1H-pyrazol-4-yl) pyrimidin-2-yl) amino)cyclohexyl)amino)acetamido)butyl)carbamate ClC=1C(=NC(=NC1)NC1CCC(CC1)NCC(=O)NCCCCNC(OC(C)(C)C)=O)C=1C=NN(C1CC1CC1)C